N-(3-chloro-5-(3-(4-(trifluoro-methyl)phenyl)-1H-indazol-1-yl)phenyl)acrylamide ClC=1C=C(C=C(C1)N1N=C(C2=CC=CC=C12)C1=CC=C(C=C1)C(F)(F)F)NC(C=C)=O